N-(3-(2-cyanoprop-2-yl)-5-((4-methyl-3-oxopiperazin-1-yl)methyl)phenyl)-2-fluoro-4-methylbenzamide C(#N)C(C)(C)C=1C=C(C=C(C1)CN1CC(N(CC1)C)=O)NC(C1=C(C=C(C=C1)C)F)=O